BrC1=CC(=C(C=C1)C(\C=C\C1=CC(=C(C=C1)O)O)=O)O (E)-1-(4-bromo-2-hydroxyphenyl)-3-(3,4-dihydroxyphenyl)prop-2-en-1-one